CC(C(=O)N)=CC(C(C)C)N(C([C@H](C(C)(C)C)NC([C@H](C(C)(C1=CC=CC=C1)C)NC)=O)=O)C 2,5-dimethyl-4-((S)-N,3,3-trimethyl-2-((S)-3-methyl-2-(methylamino)-3-phenylbutanamido)butanamido)hex-2-enamide